1,3-dimethyl-1,3-cyclopentanediol CC1(CC(CC1)(O)C)O